tert-butyl (2S,4S)-4-amino-2-methyl-3,4-dihydro-2H-quinoline-1-carboxylate N[C@H]1C[C@@H](N(C2=CC=CC=C12)C(=O)OC(C)(C)C)C